P(=O)(O)(O)OC[C@@H]1[C@](C([C@@H](O1)N1C(=O)NC(N)(C=C1)C(=O)OC(C)(C)C)(F)F)(O)C(=O)OC(C)(C)C 3',4-bis(t-Butoxycarbonyl)-2'-deoxy-2',2'-difluorocytidine-5'-phosphate